9,9-dimethylXanthene CC1(C2=CC=CC=C2OC=2C=CC=CC12)C